C(CCC)N(CCCC)CC=1C(=CC(=C2C(C(=COC12)C1=CC=C(C=C1)OC)=O)O)O 8-[(dibutylamino)methyl]-5,7-dihydroxy-3-(4-methoxyphenyl)-4H-chromen-4-one